CC1=C(C=CC(=C1)C1=NC2=C(N1C)C=CC=C2)NC(CCC)=N N-(2-methyl-4-(1-methyl-1H-benzimidazol-2-yl)phenyl)butanamidine